CN(CC=CC(=O)NC=1C=C2C(=NC=NC2=CC1OC)NC1=C(C=CC(=C1)C(F)(F)F)C(C)(C)O)C 4-(dimethylamino)-N-(4-((2-(2-hydroxypropane-2-yl)-5-(trifluoromethyl)phenyl)amino)-7-methoxyquinazolin-6-yl)but-2-enamide